tert-butyl {(3S)-1-[6-({[2-(2,6-difluorophenyl)-1,3-thiazol-4-yl]carbonyl}amino)thieno[3,2-b]pyridin-7-yl]piperidin-3-yl}carbamate FC1=C(C(=CC=C1)F)C=1SC=C(N1)C(=O)NC=1C(=C2C(=NC1)C=CS2)N2C[C@H](CCC2)NC(OC(C)(C)C)=O